SCCCCCCCCCC[Si](OC)(OC)OC 10-mercapto-1-decyl-trimethoxysilane